8-bromo-1-imino-3,5-dihydro-2H-4,1λ6-benzoxathiepine 1-oxide BrC1=CC2=C(COCCS2(=N)=O)C=C1